2,2-difluoro-N-(2-methoxyethyl)-((4-methyl-3-oxoquinuclidin-2-yl)methyl)acetamide hydrochloride Cl.FC(C(=O)NCCOC)(F)CC1N2CCC(C1=O)(CC2)C